phosphoric acid distearate C(CCCCCCCCCCCCCCCCC)(=O)O.C(CCCCCCCCCCCCCCCCC)(=O)O.P(O)(O)(O)=O